Cl.FC=1C=C(NC2C(NC(CC2)=O)=O)C=CC1N1CCC(CC1)C1CCNCC1 3-[3-Fluoro-4-[4-(4-piperidinyl)-1-piperidinyl]anilino]piperidine-2,6-dione hydrochloride